N1=C(C=NC=C1)C=O pyrazine-2-carboxaldehyde